NC1=NC(=NC(=N1)C1=CC=C(C=C1)Cl)NC1=CC=C(C=C1)O 4-((4-amino-6-(4-chlorophenyl)-1,3,5-triazin-2-yl)amino)phenol